2-methyl-9-[6-(7-methylspiro[2H-benzofuran-3,1'-cyclopropane]-4-yl)oxy-3-pyridyl]-7H-purin-8-one CC1=NC=C2NC(N(C2=N1)C=1C=NC(=CC1)OC1=CC=C(C2=C1C1(CC1)CO2)C)=O